phenylureido-6-methyl-1,4-benzoquinoneimine C1(=CC=CC=C1)NC(NC1C(C(C(=CC1=O)C)=O)=N)=O